7-bromo-5-(3-iodophenyl)-5-methyl-6-oxoheptanenitrile BrCC(C(CCCC#N)(C)C1=CC(=CC=C1)I)=O